CN1N=NC2=C1C=CC(=C2)CNS(=O)(=O)C2=CC=CC=C2 N-((1-methyl-1H-benzo[d][1,2,3]triazol-5-yl)methyl)benzenesulfonamide